FC1=CC(=C(C=C1)NC1=C(C(=O)O)C=CC(=C1)OC(F)(F)F)C(C)C 2-((4-fluoro-2-isopropylphenyl)-amino)-4-(trifluorometh-oxy)benzoic acid